CCCCCCCCCCCC(=O)OC The molecule is a fatty acid methyl ester of lauric acid. It has a role as a metabolite. It is a fatty acid methyl ester and a dodecanoate ester.